2-[2-(methylamino)-4,5-dihydro-1H-imidazol-1-yl]acetic acid CNC=1N(CCN1)CC(=O)O